2-[(2R)-2-Chloropropanoyl-[[(2S)-1-[1-[4-(trifluoromethoxy)phenyl]cyclopropancarbonyl]pyrrolidin-2-carbonyl]amino]amino]acetamid Cl[C@@H](C(=O)N(CC(=O)N)NC(=O)[C@H]1N(CCC1)C(=O)C1(CC1)C1=CC=C(C=C1)OC(F)(F)F)C